(2,6-dimethylpyridin-4-yl)methanol CC1=NC(=CC(=C1)CO)C